Ethyl 2-((((4aR,6R,7R,7aR)-7-acetoxy-6-(4-(hydroxyamino)-2-oxopyrimidin-1(2H)-yl)-2-oxidotetrahydro-4H-furo[3,2-d][1,3,2]dioxaphosphinin-2-yl)oxy)methyl)benzoate C(C)(=O)O[C@H]1[C@@H](O[C@H]2[C@H]1OP(OC2)(=O)OCC2=C(C(=O)OCC)C=CC=C2)N2C(N=C(C=C2)NO)=O